N1=C(C=CC=C1)SSCCCN(CC(CCCCCCCC)O)CC(CCCCCCCC)O 1,1'-((3-(pyridin-2-yldisulfaneyl)propyl)azanediyl)bis(decan-2-ol)